NCC1=CC(=C(C(=C1)C)NC(=O)C1=CC2=C(OCCC3=C2SC=C3)C=C1C=1C(=NC(=CC1)C(NC1(CCCCC1)C(=O)OC)=O)C(=O)OC)C methyl 3-(9-((4-(aminomethyl)-2,6-dimethylphenyl)carbamoyl)-4,5-dihydrobenzo[b]thieno[2,3-d]oxepin-8-yl)-6-((1-(methoxycarbonyl)cyclohexyl)carbamoyl)picolinate